trans-4-hydroxy-N-[(1S)-1-[3-[2-(trifluoromethyl)-4-pyridinyl]-1,2,4-oxadiazol-5-yl]ethyl]cyclohexanecarboxamide O[C@@H]1CC[C@H](CC1)C(=O)N[C@@H](C)C1=NC(=NO1)C1=CC(=NC=C1)C(F)(F)F